4-(2-((2S,3R)-2-benzyl-3-methoxypyrrolidin-1-yl)-6-((4-methoxybenzyl)oxy)pyrimidin-4-yl)morpholine C(C1=CC=CC=C1)[C@@H]1N(CC[C@H]1OC)C1=NC(=CC(=N1)N1CCOCC1)OCC1=CC=C(C=C1)OC